ClC1=NC=C(C(=C1F)C1=C(C=NC(=C1)C)C(=O)NC1=NN=C(S1)C(=O)[O-])OC 5-{2'-Chloro-3'-fluoro-5'-methoxy-6-methyl-[4,4'-bipyridine]-3-amido}-1,3,4-thiadiazole-2-carboxylate